trans-4-(1-methyl-1H-pyrazol-4-yl)piperidine-3-carboxylic acid ethyl ester C(C)OC(=O)[C@@H]1CNCC[C@H]1C=1C=NN(C1)C